CC1CCNC2=CC=CC=C12 4-methyl-tetrahydroquinoline